C(C)(C)(C)N(C(O)=O)C=1C=NC2=CN=CC(=C2C1)Br.COC=1N=CC=2C3=C(C=NC2C1)N=CN3C3=CC=C(CNS(=O)(=O)N)C=C3 4-(7-methoxy-1H-imidazo[4,5-c][1,6]naphthyridin-1-yl)benzylsulfamide tert-butyl-(5-bromo-1,7-naphthyridin-3-yl)carbamate